C(C)(C)(C)OC(C(F)(F)F)=O.N1=C(N=CC=C1)C1=CN=[N+](C=C1)CCC(=O)O 3-(4-pyrimidin-2-ylpyridazin-1-ium-1-yl)propionic acid tert-butyl-trifluoroacetate